diaminobiphenyl-3,3'-disulfonic acid NC1=C(C(=C(C=C1)C1=CC(=CC=C1)S(=O)(=O)O)N)S(=O)(=O)O